C1(CC1)OC(=O)N1CC(C1)C1=NOC(=N1)C1=CC(=C(C(=C1)NC(=O)C1=CN=C2N1C=CC=C2)C)F 3-(5-(3-fluoro-5-(imidazo[1,2-a]pyridine-3-carboxamido)-4-methylphenyl)-1,2,4-oxadiazol-3-yl)azetidine-1-carboxylic acid cyclopropyl ester